tert-butyl N-[3-[5-[(6-methoxy-2-methyl-indazol-5-yl)carbamoyl]pyrazin-2-yl]-3-azabicyclo[3.1.0]hexan-6-yl]carbamate COC=1C(=CC2=CN(N=C2C1)C)NC(=O)C=1N=CC(=NC1)N1CC2C(C2C1)NC(OC(C)(C)C)=O